F[C@@H]1CN(CC[C@]1(C)O)C1=NC=CC(=N1)NC=1N=CC2=C(C=CC(=C2C1)C(C)C)OC[C@H]1CCC(N1C)=O (R)-5-(((3-((2-((3R,4S)-3-fluoro-4-hydroxy-4-methylpiperidin-1-yl)pyrimidin-4-yl)amino)-5-isopropylisoquinolin-8-yl)oxy)methyl)-1-methylpyrrolidin-2-one